[W]=[Se] tungsten selenide